(Z)-ethyl (3-(p-tolyl)thiazol-2(3H)-ylidene)carbamate C1(=CC=C(C=C1)N1/C(/SC=C1)=N/C(OCC)=O)C